phenyl-but-2-ynylamide trifluoroacetate FC(C(=O)[O-])(F)F.C1(=CC=CC=C1)[N-]CC#CC